CC(=CCOP([O-])(=O)OP(=O)([O-])[O-])CC 3-methylpent-2-en-1-yl-diphosphate